3-(3,4,5-trihydroxyphenyl)-2-propenoic acid OC=1C=C(C=C(C1O)O)C=CC(=O)O